FC(OC1=C(C=C(C=C1)/C=C/C(=O)C1=C(C=C(C=C1)O)O)OCC)F (E)-3-[4-(Difluoromethoxy)-3-ethoxyphenyl]-1-(2,4-dihydroxyphenyl)prop-2-en-1-one